methyl 4-amino-7-bromo-1-(isoquinolin-8-yl)-2-oxo-1,2-dihydroquinoline-3-carboxylate NC1=C(C(N(C2=CC(=CC=C12)Br)C=1C=CC=C2C=CN=CC12)=O)C(=O)OC